N1N=CC(=C1)C=1C2=C(N=CN1)N(C=C2)C(C2=CC=CC=C2)(C2=CC=CC=C2)C2=CC=CC=C2 4-(1H-Pyrazol-4-yl)-7-(triphenylmethyl)-7H-pyrrolo[2,3-d]pyrimidine